COC(=O)C1CC2(CC(NC=3N2N=C(C3C#N)C3=CC=C2C=CC(=NC2=C3)C3=CC=CC=C3)=O)C1 3'-cyano-5'-oxo-2'-(2-phenylquinolin-7-yl)-5',6'-dihydro-4'H-spiro[cyclobutane-1,7'-pyrazolo[1,5-a]pyrimidine]-3-carboxylic acid methyl ester